trans-1,1-difluoro-5-(2-(2-methyl-2H-pyrazolo[3,4-b]pyridin-5-yl)thieno[2,3-d]pyrimidin-6-yl)spiro[2.3]hexan-5-ol FC1(CC12CC(C2)(O)C2=CC1=C(N=C(N=C1)C1=CC=3C(N=C1)=NN(C3)C)S2)F